C12(CC3CC(CC(C1)C3)C2)CN2N=CC(=C2C)C2=C(N3C(S2)=C(C(=N3)C)NC3=C(C=CC=C3)C(=O)OC(C)(C)C)C(=O)OC methyl 2-(1-(adamantan-1-ylmethyl)-5-methyl-1H-pyrazol-4-yl)-7-((2-(tert-butoxycarbonyl) phenyl) amino)-6-methylpyrazolo[5,1-b]thiazole-3-carboxylate